C1(=CC=CC=C1)C1=C(OC=2N=CN=CC21)C2=CC=CC=C2 5,6-DIPHENYLFURO[2,3-D]PYRIMIDIN